ClC1=CC=C(C=C1)CNC(=O)NC1=CC=C(C=C1)CC(=O)N1CC2(COC2)N(CC1)C {[(4-chlorophenyl)methyl]amino}-N-{4-[2-(9-methyl-2-oxa-6,9-diazaspiro[3.5]non-6-yl)-2-oxoethyl]phenyl}carboxamide